(S)-2-amino-3-(3-(4-((3-fluoro-5-(1H-pyrazol-5-yl)pyridin-2-yl)oxy)phenyl)-1H-pyrazol-1-yl)propan-1-ol hippurate salt C(CNC(=O)C1=CC=CC=C1)(=O)O.N[C@H](CO)CN1N=C(C=C1)C1=CC=C(C=C1)OC1=NC=C(C=C1F)C1=CC=NN1